ClC1=C(C=C2C=NN(C2=C1)C(C(C)(C)C)=O)NC1=NC=C(C=C1)F [6-chloro-5-[(5-fluoro-2-pyridyl)amino]indazol-1-yl]-2,2-dimethyl-propan-1-one